CC(C)C[C@@H](C(=O)OC)NC(=O)CCCCCCCCC=C methyl undecenoyl leucinate